COC1=C(C=CC=C1)C1=CC(=NN1)S(=O)(=O)N 5-(2-methoxyphenyl)-1H-pyrazole-3-sulfonamide